C[C@@H]1N(C(OC1)=O)C1=NC(=CC=C1)N1[C@H]2[C@@](C3=C1N=C(N=C3)NC3=CC=C(C=C3)N3CCN(CC3)C)(COCC2)C (S)-4-methyl-3-(6-((4bR,8aR)-4b-methyl-2-((4-(4-methylpiperazin-1-yl)phenyl)amino)-4b,7,8,8a-tetrahydropyrano[3',4':4,5]pyrrolo[2,3-d]pyrimidin-9(5H)-yl)pyridin-2-yl)oxazolidin-2-one